C(C=C)(=O)[O-].C(C=C)(=O)[O-].[Cu+2].CN(CCOCCN(CCO)C)C 2-((2-(2-(dimethylamino)ethoxy)ethyl)(methyl)amino)ethan-1-ol copper diacrylate